5-(2-amino-[1,2,4]triazolo[1,5-a]pyridin-7-yl)-2-ethylbenzoic acid lithium [Li].NC1=NN2C(C=C(C=C2)C=2C=CC(=C(C(=O)O)C2)CC)=N1